CC1=C(C=CC=C1)C1=C(C=CC=C1)C.[Li] lithium 2,2'-dimethylbiphenyl